N1(N=NC2=C1C=CC=C2)CC(=O)N(C2=CC=C(C=C2)NC(OC(C)(C)C)=O)CC2=CSC=C2 tert-butyl N-[4-[[2-(benzotriazol-1-yl)acetyl]-(3-thienylmethyl)amino]phenyl]carbamate